C(C)(CC)NC=1C=C2CCNC2=CC1 N-(sec-butyl)indoline-5-amine